3,7-dimethyloct-4-en-1-ol CC(CCO)C=CCC(C)C